(R)-4-((1-(3-(difluoromethyl)-2-fluorophenyl)ethyl)amino)-6-isopropyl-1-methylpyrido[3,4-d]pyridazin-7(6H)-one formate salt C(=O)O.FC(C=1C(=C(C=CC1)[C@@H](C)NC1=NN=C(C=2C1=CN(C(C2)=O)C(C)C)C)F)F